NC=1C=C(C=C2C=C(N=CC12)NC(=O)[C@H]1[C@@H](C1)C#N)N1C(OC[C@@H]1C(C)C)=O trans-N-(8-amino-6-((S)-4-isopropyl-2-oxooxazolidin-3-yl)isoquinolin-3-yl)-2-cyanocyclopropane-1-carboxamide